N-(tert-Butoxycarbonyl) ethylenediamine tert-Butyl (S)-(1-((5-chloro-2-(1H-tetrazol-1-yl)benzyl)amino)-1-oxopropan-2-yl)carbamate ClC=1C=CC(=C(CNC([C@H](C)NC(OC(C)(C)C)=O)=O)C1)N1N=NN=C1.C(C)(C)(C)OC(=O)NCCN